6-[(5'S,7a'R)-3'-oxo-5'-phenyltetrahydro-1H,3'H-spiro[piperidine-4,2'-pyrrolo[2,1-b][1,3]oxazol]-1-yl]pyrazine-2-carbonitrile O=C1N2[C@H](OC13CCN(CC3)C3=CN=CC(=N3)C#N)CC[C@H]2C2=CC=CC=C2